N[C@H](C(=O)OCC)CCC(C(F)(F)F)(C)C ethyl (S)-2-amino-6,6,6-trifluoro-5,5-dimethylhexanoate